(R)-N-cyclopropyl-N-(piperidin-3-yl)acetamide C1(CC1)N(C(C)=O)[C@H]1CNCCC1